1-(5Z,8Z,11Z,14Z-eicosatetraenoyl)-2-(8Z,11Z,14Z-eicosatrienoyl)-glycero-3-phosphocholine CCCCC/C=C\C/C=C\C/C=C\CCCCCCC(=O)O[C@H](COC(=O)CCC/C=C\C/C=C\C/C=C\C/C=C\CCCCC)COP(=O)([O-])OCC[N+](C)(C)C